tert-butyl ((4-(5-amino-6-((1-(1-methylpiperidin-4-yl)-1H-pyrazol-4-yl)oxy)pyrazin-2-yl)-6-(diethylamino)pyridin-2-yl)methyl)(methyl)carbamate NC=1N=CC(=NC1OC=1C=NN(C1)C1CCN(CC1)C)C1=CC(=NC(=C1)N(CC)CC)CN(C(OC(C)(C)C)=O)C